CS(=O)(=O)C=1C=CC(=C(C1)O)NCC#C 5-(methylsulfonyl)-2-(prop-2-yn-1-ylamino)phenol